2-[3-(2-bromo-5-fluoro-pyrimidin-4-yl)imidazo[1,2-a]pyridin-6-yl]-1,1,1-trifluoro-propan-2-ol BrC1=NC=C(C(=N1)C1=CN=C2N1C=C(C=C2)C(C(F)(F)F)(C)O)F